C1CC12CCN(CC2)C=2C(=NC=C(N2)NC(CO)(C)C)C(=O)NC2=NC(=CC(=C2)OC)N2CCOCC2 3-(6-azaspiro[2.5]octan-6-yl)-5-((1-hydroxy-2-methyl-2-propanyl)amino)-N-(4-methoxy-6-(4-morpholinyl)-2-pyridinyl)-2-pyrazinecarboxamide